BrC=1C=C(C=CC1)C1(CC(C1)C)C(=O)NN 1-(3-bromophenyl)-3-methylcyclobutanecarbohydrazide